3-methoxy-5-(((tetrahydro-2H-pyran-4-yl)amino)methyl)pyridine COC=1C=NC=C(C1)CNC1CCOCC1